CC1=NN=CN1 methyl-4H-1,2,4-triazol